FC1=CC=C(C=C1)NC(=O)C1(CC1)C(=O)N[C@H](CC(C)C)C(=O)O N-[[1-[[(4-Fluorophenyl)amino]carbonyl]cyclopropyl]carbonyl]-D-leucin